tert-butyl (R)-2-((4-(6-((6-amino-2-(difluoromethyl) pyrimidin-4-yl)amino)-4-methoxypyridin-3-yl)-1H-pyrazol-1-yl)methyl)azetidine-1-carboxylate NC1=CC(=NC(=N1)C(F)F)NC1=CC(=C(C=N1)C=1C=NN(C1)C[C@@H]1N(CC1)C(=O)OC(C)(C)C)OC